ClC=1C=CC(=C(C1)NC(CCC1=CC=CC=C1)=O)OCCOC N-(5-chloro-2-(2-methoxyethoxy)phenyl)-3-phenylpropionamide